ethyl-(4-amino-3-fluorobenzoyl) piperidine-4-carboxylate N1CCC(CC1)C(=O)OC(C1=C(C(=C(C=C1)N)F)CC)=O